CC1=C(C=CC(=C1)OC1=NC(=CC=C1)C)N1C2=C(SC=3N=CC=C(NC1=O)C32)C(=O)N (2-methyl-4-((6-methylpyridin-2-yl)oxy)phenyl)-4-oxo-4,5-dihydro-3H-1-thia-3,5,8-triazaacenaphthylene-2-carboxamide